C(=O)(OCC1=CC=CC=C1)N1CC(CC1)C(=O)Cl N-Cbz-pyrrolidine-3-carboxylic acid chloride